C(C)OC(=O)[C@@H]1CN(CCC1)CC1=CC(=C(C=C1)N)F (S)-1-(4-amino-3-fluorobenzyl)piperidine-3-carboxylic acid ethyl ester